ClC1=NC2=C(C3=CC=CC=C13)N(C1=CC=C(C=C12)OC)CCCN1CCOCC1 4-(3-(5-chloro-8-methoxy-11H-indolo[3,2-c]isoquinolin-11-yl)propyl)morpholine